6-fluoro-2,2-dimethyl-2,3-dihydrobenzofuran FC1=CC2=C(CC(O2)(C)C)C=C1